ClC=1C=C(C=CC1)C(=O)N1CCCC2=CC(=CC=C12)CNC(=O)C=1N=C(OC1)CC N-{[1-(3-chlorobenzene-1-carbonyl)-1,2,3,4-tetrahydroquinolin-6-yl]methyl}-2-ethyl-1,3-oxazole-4-carboxamide